(Z)-N'-hydroxy-5'-methoxy-4,6'-dimethyl-[3,4'-bipyridine]-2'-formamidine O\N=C(/N)\C1=NC(=C(C(=C1)C=1C=NC=CC1C)OC)C